CN(C(C)=O)C N,N1-Dimethylacetamide